TETRAMETHYLENE phosphonate P1(OCCCCO1)=O